BrC1=C(C(=O)OC)C=C(C=C1C)NC1=NC=C(C(=N1)N[C@H]1[C@@H](CCCC1)C#N)C methyl 2-bromo-5-[[4-[((trans)-2-cyanocyclohexyl) amino]-5-methyl-pyrimidin-2-yl] amino]-3-methyl-benzoate